6-ACETAMIDO-5-METHYLPYRIDIN-3-YLBORONIC ACID C(C)(=O)NC1=C(C=C(C=N1)B(O)O)C